4-[[4-chloro-2-[3-[[1,3]dioxolo[4,5-b]pyridin-6-yl(methyl)carbamoyl]phenyl]-5-(trifluoromethyl)pyrazol-3-yl]methoxy]benzoic acid ClC1=C(N(N=C1C(F)(F)F)C1=CC(=CC=C1)C(N(C)C=1C=C2C(=NC1)OCO2)=O)COC2=CC=C(C(=O)O)C=C2